2',4'-dihydroxydihydrochalcone C1=CC=C(C=C1)CCC(=O)C2=C(C=C(C=C2)O)O